N1(CCN(CCCN(CCC1)CC1=C(C(=CC(=C1)C)CN)O)CC1=C(C(=CC(=C1)C)CN)O)CC1=C(C(=CC(=C1)C)CN)O 2,2',2''-[1,4,8-triazacycloundecane-1,4,8-triyltris(methylene)]tris[6-(aminomethyl)-4-methylphenol]